CC=1N=C(SC1)NC(/C=C/C(=O)OCC)=O (E)-ethyl 4-((4-methylthiazol-2-yl)amino)-4-oxobut-2-enoate